ClC1=NC(=CC(=N1)CCl)CCl 2-chloro-4,6-bis(chloromethyl)pyrimidine